C(C)N1C(=NC(=C1)C(F)(F)F)C1=CC=C(CC2C=3N(CCN2)N=CC3)C=C1 4-(4-(1-ethyl-4-(trifluoromethyl)-1H-imidazol-2-yl)benzyl)-4,5,6,7-tetrahydropyrazolo[1,5-a]pyrazine